decynyl bromide C(#CCCCCCCCC)Br